[O-]S(=O)(=O)C(F)(F)F.ClC(COC=1[N+](C(N(C1)C)C)=S(=O)=O)(Cl)Cl 2,2,2-trichloroethoxy-sulfuryl-1,2-dimethylimidazolium triflate